ClC=1C=C2C(C(=C(NC2=CC1OC)C)C1=CC=C(C=C1)C1=C(C=CC(=C1)C(F)(F)F)F)=O 6-Chloro-3-(2'-fluoro-5'-(trifluoromethyl)-[1,1'-biphenyl]-4-yl)-7-methoxy-2-methylquinolin-4(1H)-one